5-(3-((1-(2-(4-(1,2-bis(4-hydroxyphenyl)but-1-en-1-yl)phenoxy)ethyl)piperidin-4-yl)methyl)-3,8-diazabicyclo[3.2.1]octan-8-yl)-2-(2,6-dioxopiperidin-3-yl)isoindoline-1,3-dione OC1=CC=C(C=C1)C(=C(CC)C1=CC=C(C=C1)O)C1=CC=C(OCCN2CCC(CC2)CN2CC3CCC(C2)N3C=3C=C2C(N(C(C2=CC3)=O)C3C(NC(CC3)=O)=O)=O)C=C1